((3S)-1-(7-(2-amino-7-fluorobenzo[d]thiazol-4-yl)-8-fluoro-2-(((2R,7aS)-2-fluorotetrahydro-1H-pyrrolizin-7a(5H)-yl)methoxy)-6-(trifluoromethyl)quinazolin-4-yl)pyrrolidin-3-yl)methanol NC=1SC2=C(N1)C(=CC=C2F)C2=C(C=C1C(=NC(=NC1=C2F)OC[C@]21CCCN1C[C@@H](C2)F)N2C[C@H](CC2)CO)C(F)(F)F